4H-pyran-4-carbonitrile O1C=CC(C=C1)C#N